C(CCC)N.ClC1=CC=C(C=C1)S(=O)O p-chlorobenzenesulfinic acid butylamine salt